bis(triethoxysilyl)ethane CCO[Si](CC[Si](OCC)(OCC)OCC)(OCC)OCC